1,3,8-trimethyl-5-[[(1R)-1-[3-(1,1-difluoro-2-hydroxy-2-methyl-propyl)phenyl]ethyl]amino]imidazo[4,5-g]phthalazin-2-one CN1C(N(C=2C1=CC=1C(=NN=C(C1C2)N[C@H](C)C2=CC(=CC=C2)C(C(C)(C)O)(F)F)C)C)=O